CSC1=C(C(=O)N)C=CC=C1 (methylthio)benzamide